N-ethyl-3-((2S)-2-hydroxy-3-(8-(4-methoxy-3-methylphenylsulfonyl)-1-oxa-8-azaspiro[4.5]decan-3-ylamino)propoxy)benzenesulfonamide C(C)NS(=O)(=O)C1=CC(=CC=C1)OC[C@H](CNC1COC2(C1)CCN(CC2)S(=O)(=O)C2=CC(=C(C=C2)OC)C)O